FC(CN1C=NC2=C1C=C(C=C2F)C=2C(=CN1N=C(N=C(C12)OC([2H])([2H])[2H])N[C@@H]1[C@@H](CN(CC1)C(C([2H])([2H])[2H])=O)F)F)F 1-((3R,4S)-4-((5-(1-(2,2-difluoroethyl)-4-fluoro-1H-benzo[d]imidazol-6-yl)-6-fluoro-4-(methoxy-d3)pyrrolo[2,1-f][1,2,4]triazin-2-yl)amino)-3-fluoropiperidin-1-yl)ethan-1-one-2,2,2-d3